4-(aminomethyl)-1-methylcyclohexanecarbonitrile NCC1CCC(CC1)(C#N)C